N-(3-((4-fluorophenyl)sulfonylamino)-4-hydroxyphenyl)-[1,1'-biphenyl]-4-carboxamide FC1=CC=C(C=C1)S(=O)(=O)NC=1C=C(C=CC1O)NC(=O)C1=CC=C(C=C1)C1=CC=CC=C1